6-(trifluoromethyl)piperidin-2-one FC(C1CCCC(N1)=O)(F)F